(2-(tetrahydro-2H-pyran-4-yl)-5-(4,4,5,5-tetramethyl-1,3,2-dioxaborolan-2-yl)benzyl)pyrrolidine O1CCC(CC1)C1=C(CN2CCCC2)C=C(C=C1)B1OC(C(O1)(C)C)(C)C